COC(=O)C1=C(C2=C(OC(O2)(C)[C@@H]2CC[C@H](CC2)N)C(=C1Br)OC)C 2-(trans-4-aminocyclohexyl)-6-bromo-7-methoxy-2,4-dimethylbenzo[d][1,3]dioxole-5-carboxylic acid methyl ester